C(C)(C)OC(=O)N1[C@H](CN(CC1)CC1=C(C(=CC(=C1)C)NC=1OC(=NN1)[C@H](CO)N)C)C (2S)-4-[[3-[[5-[(1S)-1-amino-2-hydroxy-ethyl]-1,3,4-oxadiazol-2-yl]amino]-2,5-dimethyl-phenyl]methyl]-2-methyl-piperazine-1-carboxylic acid isopropyl ester